2-methyl-8-phenylbenzopyrano[7,8-d]imidazole-6(3H)-one CC1=NC2=C(N1)C=CC=1C(C=C(OC12)C1=CC=CC=C1)=O